NC=1C=CC(=NC1)NC(CN(C)C)=O N-(5-aminopyridin-2-yl)-2-(dimethylamino)acetamide